ClC1=C(C=C(OCC(=O)N[C@@H]2CN[C@H](CC2)C=2OC(=NN2)OCCCCC)C=C1)F 2-(4-chloro-3-fluorophenoxy)-N-[(3S,6R)-6-[5-(pentyloxy)-1,3,4-oxadiazol-2-yl]piperidin-3-yl]acetamide